tert-butyl (S)-(1-(5-carbamoyl-4-((1-isopropyl-6-oxo-5-(4-(trifluoromethyl)phenyl)-1,6-dihydropyridin-3-yl)amino)pyrimidin-2-yl)piperidin-3-yl)carbamate C(N)(=O)C=1C(=NC(=NC1)N1C[C@H](CCC1)NC(OC(C)(C)C)=O)NC1=CN(C(C(=C1)C1=CC=C(C=C1)C(F)(F)F)=O)C(C)C